Bis[Sulfosuccinimidyl] glutarate C(CCCC(=O)ON1C(C(CC1=O)S(=O)(=O)O)=O)(=O)ON1C(C(CC1=O)S(=O)(=O)O)=O